O=C1NC(CCC1N1CC2=CC=C(C(=C2C1=O)F)CNC(CC1CC(C1)C1=C(C=CC=C1)C(F)(F)F)=O)=O N-((2-(2,6-dioxopiperidin-3-yl)-4-fluoro-3-oxoisoindolin-5-yl)methyl)-2-((1r,3r)-3-(2-(trifluoromethyl)phenyl)cyclobutyl)acetamide